CC1=C(C(=O)C2=C(C=CC=C2)P(OC2=CC=CC=C2)([O-])=O)C(=CC(=C1)C)C phenyl 2,4,6-trimethylbenzoylphenylphosphonate